S(=O)(=O)(C1=CC=C(C)C=C1)N1CCN(CC1)C(C)(C)C1=CC=C(C(=O)OC)C=C1 methyl 4-(2-(4-tosylpiperazin-1-yl)propan-2-yl)benzoate